1,8-diazabicyclo-(5.4.0)-undecane N12CCCCCC2NCCC1